CC1=C(C(=O)P(C2=CC=CC=C2)(C2=CC=CC=C2)=O)C(=CC(=C1)C)C 2,4,6-Trimethylbenzoyldiphenylphosphin oxid